((5-Chloro-4-((3-(2,3-dihydrobenzo[b][1,4]dioxin-6-yl)2-methylbenzyl)oxy)-2-((5-methylpyrazin-2-yl)methoxy)benzyl)amino)-3-hydroxy-2-methylpropanoic acid ClC=1C(=CC(=C(CNC(C(=O)O)(CO)C)C1)OCC1=NC=C(N=C1)C)OCC1=C(C(=CC=C1)C1=CC2=C(OCCO2)C=C1)C